N-(2-cyclopropyl-4-fluorophenyl)-2-hydroxy-6-methyl-N-(7-nitrobenzo[c][1,2,5]oxadiazol-4-yl)isonicotinamide C1(CC1)C1=C(C=CC(=C1)F)N(C(C1=CC(=NC(=C1)C)O)=O)C1=CC=C(C2=NON=C21)[N+](=O)[O-]